CC/C=C\\C/C=C\\C/C=C\\C/C=C\\C/C=C\\C/C=C\\CCCCCCCCCCCCCCCCC(=O)SCCNC(=O)CCNC(=O)[C@@H](C(C)(C)COP(=O)(O)OP(=O)(O)OC[C@@H]1[C@H]([C@H]([C@@H](O1)N2C=NC3=C(N=CN=C32)N)O)OP(=O)(O)O)O The molecule is an unsaturated fatty acyl-CoA that results from the formal condensation of the thiol group of coenzyme A with the carboxy group of (18Z,21Z,24Z,27Z,30Z,33Z)-hexatriacontahexaenoic acid. It is an unsaturated fatty acyl-CoA and an ultra-long-chain fatty acyl-CoA. It derives from a (18Z,21Z,24Z,27Z,30Z,33Z)-hexatriacontahexaenoic acid. It is a conjugate acid of a (18Z,21Z,24Z,27Z,30Z,33Z)-hexatriacontahexaenoyl-CoA(4-).